CC(=CCC1=C(C(=C(C=C1O)CCCCC)C1=CC(=CC=C1)N1CCOCC1)O)CCC=C(C)C 3-(3,7-dimethylocta-2,6-dien-1-yl)-3'-morpholino-6-pentyl-[1,1'-biphenyl]-2,4-diol